4-bromo-7-fluoro-5-(trifluoromethyl)indoline-2-thione BrC1=C2CC(NC2=C(C=C1C(F)(F)F)F)=S